S(=O)(=O)=S(=O)=O sulfonylsulfone